CC(=CC[Sn](OC(C)C)(OC(C)C)OC(C)C)C 3-methyl-2-buten-1-yltri(isopropoxy)tin